tert-Butyl 11-(2-(2,6-dioxopiperidin-3-yl)-1-oxoisoindolin-4-yl)undec-10-ynoate O=C1NC(CCC1N1C(C2=CC=CC(=C2C1)C#CCCCCCCCCC(=O)OC(C)(C)C)=O)=O